FC=1C(=NC=C(C(=O)NO)C1)CN1C(=NC2=C1C=CC=C2)C 5-fluoro-N-hydroxy-6-((2-methyl-1H-benzo[d]imidazol-1-yl)methyl)nicotinamide